S1C(=CC=C1)C1=CC=NC=C1 4-(2-thienyl)pyridine